COC([C@@H](NC(CCCCCBr)=O)C)=O 6-bromohexanoylalanine methyl ester